1,2,3,4-TETRACHLORO-1,1,4-TRIFLUOROBUTANE ClC(C(C(C(F)Cl)Cl)Cl)(F)F